6-(2-(bicyclo[3.1.0]hexan-3-ylamino)-4-methoxypyrrolo[2,1-f][1,2,4]triazin-5-yl)-8-fluoro-N-methylimidazo[1,2-a]pyridine-3-carboxamide C12CC(CC2C1)NC1=NN2C(C(=N1)OC)=C(C=C2)C=2C=C(C=1N(C2)C(=CN1)C(=O)NC)F